2-(((1r,3r)-3-(Dimethylamino)cyclobutyl)amino)-8-(isopropylamino)pyrido[3,4-d]pyrimidine CN(C1CC(C1)NC=1N=CC2=C(N1)C(=NC=C2)NC(C)C)C